O[C@@H](CC)C1=CC(=C(C=N1)C=1C=2N(C3=CC(=NC=C3C1)NC(=O)C1CC1)C=CN2)C N-(4-{6-[(1S)-1-hydroxypropyl]-4-methylpyridin-3-yl}imidazo[1,2-a]1,6-naphthyridin-8-yl)cyclopropanecarboxamide